(3R)-3-[(1R)-4-methyl-3-cyclohexen-1-yl]butanal CC1=CC[C@@H](CC1)[C@@H](CC=O)C